2-(4-cyano-6-isopropoxybenzo[b]thiophen-2-yl)-4-methylthiazole-5-carboxylic acid C(#N)C1=CC(=CC=2SC(=CC21)C=2SC(=C(N2)C)C(=O)O)OC(C)C